1-(6,7-dihydro-5H-benzo[6,7]cyclohepta[1,2-c]pyridazin-3-yl)-N3-((7S)-7-(but-2-enylamino)-6,7,8,9-tetrahydro-5H-benzo[7]annulene-2-yl)-1H-1,2,4-triazole-3,5-diamine N1=NC(=CC2=C1C1=C(CCC2)C=CC=C1)N1N=C(N=C1N)NC=1C=CC2=C(CC[C@H](CC2)NCC=CC)C1